2,4-di(biphenyl-4-yl)-6-(2,4-dihydroxyphenyl)-1,3,5-triazine C1(=CC=C(C=C1)C1=NC(=NC(=N1)C1=CC=C(C=C1)C1=CC=CC=C1)C1=C(C=C(C=C1)O)O)C1=CC=CC=C1